ClC[C@@H](N1C(N[C@@H](C1)C(F)(F)F)=O)C=1C=CC2=C(N=C(O2)[C@@H](NC(=O)C2=CC=NN2CC)C2CCC(CC2)(F)F)C1 N-((S)-(5-((S)-2-chloro-1-((S)-2-oxo-4-(trifluoromethyl)imidazolidin-1-yl)ethyl)benzo[d]-oxazol-2-yl)(4,4-difluorocyclohexyl)methyl)-1-ethyl-1H-pyrazole-5-carboxamide